ClC1=C2CCCC(C2=CC(=C1O)I)=O 5-chloro-6-hydroxy-7-iodo-3,4-dihydronaphthalen-1(2H)-one